C(C)[C@]1(NC(N(C(C1)=O)[C@@H]1[C@H](COC2=CC=C(C=C12)C(=O)N[C@H]1[C@](CC2=CC=CC=C12)(C)O)COC)=N)C (3S,4R)-4-[(4R)-4-ethyl-2-imino-4-methyl-6-oxo-hexahydropyrimidin-1-yl]-N-[(1R,2R)-2-hydroxy-2-methyl-indan-1-yl]-3-(methoxymethyl)chromane-6-carboxamide